FC=1C(=NC=C(C1)F)N1N=NC(=C1)C(=O)N1[C@H](C2=CC=CC=C2[C@H](C1)C=1C=NN(C1Cl)C)C |r| [1-(3,5-difluoro-2-pyridyl)triazol-4-yl]-[rac-(1S,4S)-4-(5-chloro-1-methyl-pyrazol-4-yl)-1-methyl-3,4-dihydro-1H-isoquinolin-2-yl]methanone